7,8-dichloro-3,4-dihydro-2H-benzo[2,1-b][1,4]oxazine ClC1=C(C=2OCCNC2C=C1)Cl